ClC1=CC=C(COC2=NN=C(S2)NC(=O)C2=CN=CN2C2=CC(=CC=C2)OC)C=C1 N-(5-((4-chlorobenzyl)oxy)-1,3,4-thiadiazol-2-yl)-1-(3-methoxyphenyl)-1H-imidazole-5-carboxamide